C[Si](CCOC(NCCC=O)=O)(C)C 2-(trimethylsilyl)ethyl-(3-oxopropyl)carbamate